N-[1-(3-Fluorophenyl)ethyl]-5-methyl-2-(5-morpholin-4-yl-3,4'-bipyridin-2'-yl)-1H-imidazole FC=1C=C(C=CC1)C(C)N1C(=NC=C1C)C1=NC=CC(=C1)C=1C=NC=C(C1)N1CCOCC1